N-[3-chloro-2-fluoro-4-(2-oxabicyclo[2.1.1]hexan-4-ylmethoxy)phenyl]-6-[(3S)-pyrrolidin-3-yl]oxy-pyrido[3,2-d]pyrimidin-4-amine ClC=1C(=C(C=CC1OCC12COC(C1)C2)NC=2C1=C(N=CN2)C=CC(=N1)O[C@@H]1CNCC1)F